ClC=1C=C2C(=NC=NC2=C(C1C1=C(C=CC=C1OC)F)F)N1CC2(C1)CN(CC2)C(=O)OC(C)(C)C tert-Butyl 2-(6-chloro-8-fluoro-7-(2-fluoro-6-methoxyphenyl)quinazolin-4-yl)-2,6-diazaspiro[3.4]octane-6-carboxylate